CC1([C@@H]2CCC(C([C@]2(CCC1)C)C(=O)O)=O)C (4aS,8aS)-5,5,8a-trimethyl-2-oxodecahydronaphthalene-1-carboxylic acid